COC(=O)C=1C=CC2=C(N(C(=N2)CC2=C(C=C(C=C2)Br)OC)CCOC)C1 2-(4-bromo-2-methoxybenzyl)-1-(2-methoxyethyl)-1H-benzo[d]Imidazole-6-carboxylic acid methyl ester